6-cyclopropyl-4-(3,3-dimethylpiperazin-1-yl)-N-(7-fluoro-2-methylimidazo[1,2-a]pyridin-6-yl)-2,3-dihydro-1H-pyrrolo[2,3-b]pyridine-1-carboxamide hydrochloride Cl.C1(CC1)C1=CC(=C2C(=N1)N(CC2)C(=O)NC=2C(=CC=1N(C2)C=C(N1)C)F)N1CC(NCC1)(C)C